FC=1C=C(CN(C(=O)OCC2=C(C=NN2C)C2=CC=C(C(=N2)C)O[C@@H]2C[C@H](CCC2)C(=O)O)C)C=CC1 (1S,3S)-3-((6-(5-((((3-fluorobenzyl)(methyl)carbamoyl)oxy)methyl)-1-methyl-1H-pyrazol-4-yl)-2-methyl-pyridin-3-yl)oxy)cyclohexane-1-carboxylic acid